N-(3,3-dimethylbutyl)heptane-1,7-diamine CC(CCNCCCCCCCN)(C)C